C1(=CC=CC=C1)CCC(=O)OC[C@H]1O[C@@H]([C@@H]([C@H]([C@H]1O)O)O)OC[C@@H]([C@@H](CCCCCCCCCCCCCCC)O)NC(CCCCCCCCCCCCCCCCCCCCCCCC12CC(C1)(C2)F)=O ((2R,3R,4S,5R,6S)-6-(((2S,3R)-2-(24-(3-fluorobicyclo[1.1.1]pentan-1-yl)tetracosanamido)-3-hydroxyoctadecyl)oxy)-3,4,5-trihydroxytetrahydro-2H-pyran-2-yl)methyl 3-phenylpropanoate